BrC=1C=C(C=C(C1)C(F)(F)F)CC(=O)O 2-(3-bromo-5-(trifluoromethyl)phenyl)acetic acid